4-Methoxy-2,2,6,6-tetra-methylpiperidine COC1CC(NC(C1)(C)C)(C)C